ClC=1C=CC=C2C(=CNC12)C=1CN(CC1)C 7-chloro-3-(1-methyl-2,5-dihydro-1H-pyrrol-3-yl)-1H-indole